(3R)-3-amino-1-oxo-7-[5-(2,2,2-trifluoroethyl)-1,3,4-oxadiazol-2-yl]-5-[[4-(trifluoromethoxy)phenyl]methyl]-2,3-dihydro-1lambda4,5-benzothiazepin-4-one N[C@H]1CS(C2=C(N(C1=O)CC1=CC=C(C=C1)OC(F)(F)F)C=C(C=C2)C=2OC(=NN2)CC(F)(F)F)=O